amino-isothiourea NNC(S)=N